Dimethylaminodichlorophosphorus CN(C)P(Cl)Cl